(S)-2-((7-(2-((4-chloro-2-fluorobenzyl)oxy)pyrimidin-4-yl)-5-fluoro-2,3-dihydrobenzofuran-4-yl)methyl)-1-(oxetane-2-ylmethyl)-1H-benzo[d]imidazole-6-carboxylic acid ClC1=CC(=C(COC2=NC=CC(=N2)C2=CC(=C(C=3CCOC32)CC3=NC2=C(N3C[C@H]3OCC3)C=C(C=C2)C(=O)O)F)C=C1)F